2-(1-(5-Cyclopropylpyrimidin-2-yl)-1,2,3,6-tetrahydropyridin-4-yl)acetic acid C1(CC1)C=1C=NC(=NC1)N1CCC(=CC1)CC(=O)O